(3R)-4-amino-N-(cyclopropylmethyl)-3-methyl-N-((6-(trifluoromethyl)-3-pyridazinyl)methyl)-1,3-dihydrofuro[3,4-c][1,7]naphthyridine-8-carboxamide NC1=NC=2C=NC(=CC2C2=C1[C@H](OC2)C)C(=O)N(CC=2N=NC(=CC2)C(F)(F)F)CC2CC2